N-myristyl-β-aminopropionic acid C(CCCCCCCCCCCCC)NCCC(=O)O